benzyl (2S,3R)-3-[(2-{[N-(tert-butoxycarbonyl)-L-alanyl]amino}pyridin-4-yl)methyl]-1-{[(1R)-1-(2,2-difluoro-1,3-benzodioxol-5-yl)ethyl]carbamoyl}-4-oxoazetidine-2-carboxylate C(C)(C)(C)OC(=O)N[C@@H](C)C(=O)NC1=NC=CC(=C1)C[C@@H]1[C@H](N(C1=O)C(N[C@H](C)C1=CC2=C(OC(O2)(F)F)C=C1)=O)C(=O)OCC1=CC=CC=C1